[Li].C1(=CC=CC=C1)P(=O)(C1=CC=CC=C1)C1=CC=C(S1)CC 1-(5-(diphenyl-phosphoryl)thiophene-2-yl)ethane lithium